1-[4-(5-Hydroxypyridin-2-yl)-piperazin-1-yl]-4-phenylbutan-1-one OC=1C=CC(=NC1)N1CCN(CC1)C(CCCC1=CC=CC=C1)=O